COC1=CC=C(CN(S(=O)(=O)C)C)C=C1 N-(4-methoxybenzyl)-N-methylmethylsulfonamide